FC1=CC=C(C=C1)C(C(=O)NN)N1C[C@@H](N(C[C@H]1C)C(=O)OC(C)(C)C)C tert-butyl (2S,5R)-4-(1-(4-fluorophenyl)-2-hydrazineyl-2-oxoethyl)-2,5-dimethylpiperazine-1-carboxylate